diammonium citrate, triammonium salt [NH4+].[NH4+].[NH4+].C(CC(O)(C(=O)[O-])CC(=O)[O-])(=O)[O-].[NH4+].[NH4+]